2,7-diazabicyclo[3.3.0]octane C12NCCC2CNC1